C(C)(C)O[Al](OC(C)CC)OC(C)C diisopropoxymono-secondary butoxyaluminum